3-[2-(2,6-difluoro-4-methoxybenzoyl)-1,2,3,4-tetrahydroisoquinolin-5-yl]-3-(7-methoxy-1-methyl-1H-benzo[d][1,2,3]triazol-5-yl)propionic acid ethyl ester C(C)OC(CC(C1=CC2=C(N(N=N2)C)C(=C1)OC)C1=C2CCN(CC2=CC=C1)C(C1=C(C=C(C=C1F)OC)F)=O)=O